ClC1=C(C=CC=2C3=C(NC12)CCN([C@H]3CSC)C(=O)C3=NC=C(C=N3)OC)Cl (R)-(6,7-dichloro-1-((methylthio)methyl)-1,3,4,5-tetrahydro-2H-pyrido[4,3-b]indol-2-yl)(5-methoxypyrimidin-2-yl)methanone